(Z)-7-chloro-N-cyclopentyl-3-(2,6-dichloro-3,5-dimethoxyphenyl)-3,4-dihydro-2H-pyrido[3,4-e][1,3]thiazin-2-imine ClC1=CC2=C(CN(/C(/S2)=N/C2CCCC2)C2=C(C(=CC(=C2Cl)OC)OC)Cl)C=N1